C(C)(C)(C)C1=C(C=CC=C1)O ortho-(tert-butyl)phenol